BrC=1C2=C(C=NC1)C(CC2)O[Si](C2=CC=CC=C2)(C2=CC=CC=C2)C(C)(C)C 4-bromo-7-(tert-butyldiphenylsilyloxy)-6,7-dihydro-5H-cyclopenta[c]pyridine